7-methylphthalazin-1(2H)-one CC1=CC=C2C=NNC(C2=C1)=O